furan-2,4-dicarboxylic acid O1C(=CC(=C1)C(=O)O)C(=O)O